N[C@H]1[C@H](CCCC1(F)F)O (1S,2S)-2-amino-3,3-difluoro-cyclohexanol